C12CN(CC2C1)CC1=CC=2N(C(=C1)C=1C=C3CN(C(C3=CC1)=O)C1C(NC(CC1)=O)=O)C=NC2 3-(5-(7-((3-azabicyclo[3.1.0]hexan-3-yl)methyl)imidazo[1,5-a]pyridin-5-yl)-1-oxoisoindolin-2-yl)piperidine-2,6-dione